Cl.N[C@H](C(=O)N1CCN(CC1)C(C1=C(C=C(C=C1)NC=1C=2N(C=CN1)C(=CN2)C2=CC=C(C=C2)OC(F)F)C)=O)C (2S)-2-amino-1-[4-[4-[[3-[4-(difluoromethoxy)phenyl]imidazo[1,2-a]pyrazin-8-yl]amino]-2-methyl-benzoyl]piperazin-1-yl]propan-1-one hydrochloride